4-((6-bromohexyl)oxy)-2-hydroxybenzaldehyde BrCCCCCCOC1=CC(=C(C=O)C=C1)O